CC(C)CCCCCCCCCCCCCCCO The molecule is a long-chain primary fatty alcohol that is heptadecan-1-ol substituted by a hydroxy group at position 1 and a methyl group at position 16. It derives from a heptadecan-1-ol. It derives from a hydride of a heptadecane.